(5S,8R)-N-(4,5-dichloro-2-cyanophenyl)-1-fluoro-6,7,8,9-tetrahydro-5H-5,8-epimino-cyclohepta[c]pyridine-10-carboxamide ClC1=CC(=C(C=C1Cl)NC(=O)N1[C@H]2CC[C@@H]1CC=1C(=NC=CC12)F)C#N